(1-(4-(dimethylamino)phenyl)-5-hydroxy-2-methyl-4-(piperidin-1-ylmethyl)-1H-indol-3-yl)ethan-1-one CN(C1=CC=C(C=C1)N1C(=C(C2=C(C(=CC=C12)O)CN1CCCCC1)C(C)=O)C)C